C(C)OCOC1=C(C=CC(=C1)C#C)C1=C(C=C(N=N1)N[C@H]1CN(CCC1)CC)C (R)-6-(2-(ethoxymethoxy)-4-ethynylphenyl)-N-(1-ethylpiperidin-3-yl)-5-methylpyridazin-3-amine